C(C=C)(=O)OS(=O)(=O)C(C(C(C(F)(F)F)(F)F)(F)F)(F)F perfluorobutylsulfonyl acrylate